CN(C)C1=C(C(=O)OCC)C=CC=C1 ethyl (N,N-dimethylamino)benzoate